ClC1=CC=C(CNS(=O)(=O)C)C=C1 N-(4-chlorobenzyl)methanesulfonamide